CC(C)N1C2=NC(=NC(=C2N=C1)NCCNC1=NC=CC=C1)C=1C=NC=CC1 N-(2-{[9-(propan-2-yl)-2-(pyridin-3-yl)-9H-purin-6-yl]amino}ethyl)pyridin-2-amine